t-butyl N-[(Z)-3-fluoro-2-[[2-(2-methoxyethyl)-1-oxo-3,4-dihydroisoquinolin-6-yl]oxymethyl]allyl]carbamate F\C=C(\CNC(OC(C)(C)C)=O)/COC=1C=C2CCN(C(C2=CC1)=O)CCOC